(R and S)-7-amino-2-(quinuclidin-3-yl)isoindolin-1-one NC=1C=CC=C2CN(C(C12)=O)[C@H]1CN2CCC1CC2 |r|